[C-]#N.[Li+].[Fe+2].[C-]#N.[C-]#N iron Lithium cyanide